OCC1N(CCNC1)C1=CC=C(C=C1)CN1[C@@H](CN(C[C@@H]1C)C1=C2C=CC=NC2=C(C=C1)C#N)C 5-[(3R,5S)-4-[[4-[2-(Hydroxymethyl)piperazin-1-yl]phenyl]methyl]-3,5-dimethyl-piperazin-1-yl]quinoline-8-carbonitrile